2,2'-dithio-dibenzothiazole S1C(=NC2=C1C=CC=C2)SSC=2SC1=C(N2)C=CC=C1